3-(7-(aminomethyl)-4-oxo-benzo[d][1,2,3]triazin-3(4H)-yl)piperidine-2,6-dione hydrochloride Cl.NCC=1C=CC2=C(N=NN(C2=O)C2C(NC(CC2)=O)=O)C1